ClC1=C2C(=NC(=C1)C)N(C=C2)C 4-chloro-1,6-dimethyl-1H-pyrrolo[2,3-b]Pyridine